C=CCC1C=CC(OC)=C(OC)C=1 methyleugenol